3-amino-5-(4-isopropyl-phenyl)-1,2,4-triazole NC1=NNC(=N1)C1=CC=C(C=C1)C(C)C